(R)-8-formyl-N,N-dimethyl-2-(2-methylmorpholino)-4-oxo-4H-chromene-6-carboxamide C(=O)C=1C=C(C=C2C(C=C(OC12)N1C[C@H](OCC1)C)=O)C(=O)N(C)C